5-(2-amino-[1,2,4]triazolo[1,5-a]pyridin-7-yl)-N-(2-fluoro-6-(2,2,2-trifluoroethoxy)benzyl)-2,6-dimethylnicotinamide NC1=NN2C(C=C(C=C2)C=2C(=NC(=C(C(=O)NCC3=C(C=CC=C3OCC(F)(F)F)F)C2)C)C)=N1